N1CCC2=CC=CC=C12 2,3-dihydro-1H-indole